C1(CCCCC1)C[C@@H](C(N[C@H](C=O)C[C@H]1C(NCC1)=O)=O)NC(=O)OCCOCC1=CC(=CC=C1)COCC 2-(3-(ethoxymethyl)benzyloxy)ethanol ((S)-3-cyclohexyl-1-oxo-1-(((S)-1-oxo-3-((S)-2-oxopyrrolidin-3-yl)propan-2-yl)amino)propan-2-yl)carbamate